3-(4-Chloro-phenyl)-7,10-diphenyl-fluoranthene ClC1=CC=C(C=C1)C=1C=CC=2C3=C(C=CC(=C3C3=CC=CC1C23)C2=CC=CC=C2)C2=CC=CC=C2